tert-butyl ((R)-8-((8-fluoro-4-hydroxyquinolin-3-yl)sulfonyl)-1-oxa-8-azaspiro[4.5]decan-3-yl)((S)-2-hydroxy-3-(3-(isopropylsulfonyl)phenoxy) propyl)carbamate FC=1C=CC=C2C(=C(C=NC12)S(=O)(=O)N1CCC2(C[C@H](CO2)N(C(OC(C)(C)C)=O)C[C@@H](COC2=CC(=CC=C2)S(=O)(=O)C(C)C)O)CC1)O